C(NCCOCCOCCOC)C=1C=CC(=C(C1)NC1=NC2=C(C=CC=C2C=N1)C1=CC(=CC(=C1)OC)OC)OC N-(5-(5,8,11-trioxa-2-azadodecyl)-2-methoxyphenyl)-8-(3,5-dimethoxyphenyl)quinazolin-2-amine